C(C1CO1)OC1=CC=C(N(CC2CO2)CC2CO2)C=C1 4-(glycidyloxy)-N,N-diglycidylaniline